N[C@H](C(=O)NCCCCCC)CC#N (S)-2-amino-3-cyano-N-hexylpropanamide